1-(3-(dimethylsulfamoyl)benzoyl)-N-((1R)-1-(2-fluoro-4-(trifluoromethyl)phenyl)propyl)-D-prolinamide CN(S(=O)(=O)C=1C=C(C(=O)N2[C@H](CCC2)C(=O)N[C@H](CC)C2=C(C=C(C=C2)C(F)(F)F)F)C=CC1)C